Cl.COC[C@@H](C(C)C)N (2R)-1-methoxy-3-methylbutan-2-amine hydrochloride